tert-butyl 4-((6-chloro-3-methylpyrazin-2-yl)oxy)-3,3-dimethylpiperidine-1-carboxylate ClC1=CN=C(C(=N1)OC1C(CN(CC1)C(=O)OC(C)(C)C)(C)C)C